NC=1C(=C(C(=C(C(=O)NC2=C(C=C(C(=C2)N2N=NC(=C2)C(=O)N2CCN(CC2)C)F)N2C[C@@H](N([C@@H](C2)C)C)C)C1)Cl)C)F 5-amino-2-chloro-4-fluoro-N-(4-fluoro-5-(4-(4-methylpiperazine-1-carbonyl)-1H-1,2,3-triazol-1-yl)-2-((3S,5R)-3,4,5-trimethylpiperazin-1-yl)phenyl)-3-methylbenzamide